2-Methyl-5-[(E)-pentadec-1-enyl]benzene-1,3-diol CC1=C(C=C(C=C1O)\C=C\CCCCCCCCCCCCC)O